1,5-bis(aminophenoxy)pentane NC1=C(OCCCCCOC2=C(C=CC=C2)N)C=CC=C1